[N].CC1=NC=CN=C1 2-methyl-pyrazine nitrogen